NC1=C(C(=NC(=C1Cl)C1=CC(=C(C=C1)I)F)C(=O)O)Cl 4-amino-3,5-dichloro-6-(3-fluoro-4-iodophenyl)pyridine-2-carboxylic acid